(R)-8-chloro-N-(1-(6,7-difluoro-1-oxo-1,2-dihydroisoquinolin-4-yl)ethyl)-N-methylindolizine-2-carboxamide ClC1=CC=CN2C=C(C=C12)C(=O)N(C)[C@H](C)C1=CNC(C2=CC(=C(C=C12)F)F)=O